C1(CC1)C1=C(C=C(C=C1)S(=O)(=O)C)C1=CC(=NC=C1C(=O)OC)C methyl 4-(2-cyclopropyl-5-(methylsulfonyl) phenyl)-6-methylnicotinate